C1C(C(CC1(C(=O)O)N)C(=O)O)C(=O)O (1S,3R,4S)-1-aminocyclopentane-1,3,4-tricarboxylic acid